5-bromo-4-fluoro-2-nitrobenzaldehyde BrC=1C(=CC(=C(C=O)C1)[N+](=O)[O-])F